C(C)(C)(C)[C] tert-butyl-Carbon